2-[(1S,2S)-2-(difluoromethyl)cyclopropyl]-4,4,5,5-tetramethyl-1,3,2-dioxaborolan FC([C@@H]1[C@H](C1)B1OC(C(O1)(C)C)(C)C)F